hydroxyl-dioxo-chromium O[Cr](=O)=O